COC=1C=CC(=C2N=CC=NC12)N1C[C@@H](C[C@@H](C1)C)N (3R,5S)-1-(8-methoxyquinoxaline-5-yl)-5-methylpiperidine-3-amine